3-(trimethylsilyl)-2-propynyl trifluoroacetate FC(C(=O)OCC#C[Si](C)(C)C)(F)F